3-Iodo-5-bromo-phenol IC=1C=C(C=C(C1)Br)O